C(CCCCCCC\C=C/CC)(=O)O (Z)-9-dodecenoic acid